C[C@]12C3CC[C@@]4(C(=CCC4C3CC=C2C[C@@H](CC1)NC(C1=CC=C(C=C1)F)=O)N1C=NC(=C1)C)C N-((3R,10R,13S)-10,13-dimethyl-17-(4-methyl-1H-imidazol-1-yl)-2,3,4,7,8,9,10,11,12,13,14,15-dodecahydro-1H-cyclopenta[a]phenanthren-3-yl)-4-fluorobenzamide